tert-butyl (5-bromo-6-chloropyridin-3-yl)carbamate BrC=1C=C(C=NC1Cl)NC(OC(C)(C)C)=O